3-((4-(5-chloro-2-(((4-fluoropiperidin-4-yl)methyl)amino)-3-methylphenyl)pyrrolo[2,1-f][1,2,4]triazin-6-yl)methyl)-6,6-dimethyl-3-azabicyclo[3.1.0]hexane-2,4-dione ClC=1C=C(C(=C(C1)C1=NC=NN2C1=CC(=C2)CN2C(C1C(C1C2=O)(C)C)=O)NCC2(CCNCC2)F)C